1-(((5R,7R,8S)-8-fluoro-3-(5-(2-hydroxypropan-2-yl)pyrazin-2-yl)-7-methyl-2-oxo-1-oxa-3-azaspiro[4.5]decan-7-yl)methyl)-1H-benzo[d]imidazole-6-carbonitrile F[C@@H]1[C@@](C[C@@]2(CN(C(O2)=O)C2=NC=C(N=C2)C(C)(C)O)CC1)(C)CN1C=NC2=C1C=C(C=C2)C#N